CNC=1C=2C=NC=3NC4=CC=CC(OCCOCCOC=5C=CC=6N(N=C(C(=CN1)C2C3)N6)C5)=N4 N-methyl-9,12,15-trioxa-3,4,21,23,27,31,33-heptazahexacyclo[20.6.2.12,5.14,8.116,20.025,29]tritriaconta-1(28),2,5(33),6,8(32),16(31),17,19,22(30),23,25(29),26-dodecaen-26-amine